(1-amino-2-methylpropan-2-yl)dimethylamine NCC(C)(C)N(C)C